C(C1=CC=CC=C1)=C1C(N(C(S1)=NN=C1C(NC2=CC=C(C=C12)F)=O)C1=CC=CC=C1)=O 3-(2-(5-benzylidene-3-phenyl-4-oxothiazolidine-2-ylidene)hydrazono)-5-fluoro-1H-indol-2-one